(4-fluoro-2,6-dimethylphenyl)methanol FC1=CC(=C(C(=C1)C)CO)C